C(CCCCCCCCCCC)CN([O-])C lauryldimethylaminoxide